CN(C1=CC=C(OC=2N=C(C3=C(N2)C=NC=C3)O)C=C1)C1=NC=CC=C1 2-[4-(methyl-pyridin-2-yl-amino)-phenoxy]-pyrido[3,4-d]pyrimidin-4-ol